C1(CC1)N1C[C@@H](CC1)OC1=C(C=C2C(=NC=NC2=C1)NC1=CC(=NC=C1)C1=C(C=CC=C1)F)N (R)-7-((1-Cyclopropylpyrrolidin-3-yl)oxy)-N4-(2-(2-fluorophenyl)pyridin-4-yl)quinazoline-4,6-diamine